Glycyl-L-Glutamic acid NCC(=O)N[C@@H](CCC(=O)O)C(=O)O